2-(4-bromo-phenyl)-2,2-difluoro-ethanol BrC1=CC=C(C=C1)C(CO)(F)F